BrC=1N=C(C2=C(N1)C=CC(=N2)Cl)NC2=CC(=C(C=C2)OC2=CC=1N(C=C2)C=CN1)C bromo-6-chloro-N-(4-{imidazo[1,2-a]pyridin-7-yloxy}-3-methylphenyl)pyrido[3,2-d]pyrimidin-4-amine